N-benzyl-N-(5-methyl-1,2,4-oxadiazol-3-yl)-3-phenylpropiolamide C(C1=CC=CC=C1)N(C(C#CC1=CC=CC=C1)=O)C1=NOC(=N1)C